FC(CN1N=NC(=C1)C(=O)NCC1=C(C=CC(=C1)OC(F)(F)F)F)CCC=1SC(=NN1)NC(CC1=NC=CC=C1)=O 1-(2-fluoro-4-{5-[2-(pyridin-2-yl)acetamido]-1,3,4-thiadiazol-2-yl}butyl)-N-{[2-fluoro-5-(trifluoromethoxy)phenyl]methyl}-1H-1,2,3-triazole-4-carboxamide